methyl 3-amino-7-fluorodibenzo[b,e][1,4]dioxine-2-carboxylate NC=1C(=CC2=C(OC3=C(O2)C=CC(=C3)F)C1)C(=O)OC